C1=CC=CC=2C3=CC=CC=C3C(C12)COC(=O)N[C@H](C(=O)O)CNC(=O)C=1OC(=CC1)Cl (S)-2-((((9H-fluoren-9-yl)methoxy)carbonyl)amino)-3-(5-chlorofuran-2-carboxamido)propanoic acid